C(C)(C)(C)OC(=O)N1N=C(C2=CC=C(C=C12)[C@@H]1C[C@@]12C(N(C1=CC=C(C=C21)OC)C(=O)OC(C)(C)C)=O)NC2=NC(=CN=C2OC)N2CCOCC2 Tert-butyl (1R,2S)-2-[1-(tert-butoxycarbonyl)-3-{[3-methoxy-6-(morpholin-4-yl)pyrazin-2-yl]amino}indazol-6-yl]-5'-methoxy-2'-oxospiro[cyclopropane-1,3'-indole]-1'-carboxylate